CN1C(NC2=CC(=CC=C2C1=S)CN1CCN(CC1)C=1C=NC2=C(N=CC=C2C1)NC)=O 3-methyl-7-((4-(8-(methylamino)-1,7-naphthyridin-3-yl)piperazin-1-yl)methyl)-4-thioxo-3,4-dihydroquinazolin-2(1H)-one